FC(OC=1C=C2CN(CC2=CC1)C=1N=C(C2=C(N1)CC[S@]2=O)NC2(CCC2)CO)F |r| (R/S)-2-(5-(difluoromethoxy)isoindolin-2-yl)-4-((1-(hydroxymethyl)cyclobutyl)amino)-6,7-dihydrothieno[3,2-d]pyrimidine 5-oxide